Chloro-5-fluoronicotinaldehyde ClC1=C(C=O)C=C(C=N1)F